5-hydroxy-N-methylpyridineamide OC=1C=CC(=NC1)C(=O)NC